C(CCCCCC(C)C)(=O)OOOC(CC(C)(C)C)(C)C 1,1,3,3-tetramethylbutylperoxy isononanoate